CNC1=C(C=CC=C1)C1=CC=CC=C1 N-methyl-2-phenyl-aniline